3,5-difluoro-4-hydroxy-N-{[(1r,4r)-4-(6-phenyl-2H-indazol-2-yl)cyclohexyl]methyl}benzamide FC=1C=C(C(=O)NCC2CCC(CC2)N2N=C3C=C(C=CC3=C2)C2=CC=CC=C2)C=C(C1O)F